CC1C2CCNCC2=CCC1 5-methyloctahydroisoquinolin